FC1=C(C(=O)NC=2C=CC=C3C=CC(=NC23)C)C(=CC=C1)F 2,6-difluoro-N-(2-methylquinolin-8-yl)benzamide